2-cyclopropyl-8-(1-hydroxyethyl)-3,6-dimethyl-chromen-4-one C1(CC1)C=1OC2=C(C=C(C=C2C(C1C)=O)C)C(C)O